4-(4-{6-Bromo-7-[(1-methylpiperidin-4-yl)amino]-3H-imidazo[4,5-b]pyridin-2-yl}phenyl)-1-(3-methoxypropyl)piperazin-2-one BrC=1C(=C2C(=NC1)NC(=N2)C2=CC=C(C=C2)N2CC(N(CC2)CCCOC)=O)NC2CCN(CC2)C